3-((4-chloro-1-methyl-1H-pyrazol-5-yl)methyl)-2-(2-(6-oxo-1,6-dihydropyridin-3-yl)ethyl)isoindolin-1-one ClC=1C=NN(C1CC1N(C(C2=CC=CC=C12)=O)CCC1=CNC(C=C1)=O)C